ClC1=CC=C2C(=CNC2=C1)S(=O)(=O)NC=1C=NC(=CC1)Cl 6-Chloro-N-(6-chloropyridin-3-yl)-1H-indole-3-sulfonamide